COC(=O)C1(CCN(CC1)CC1=CC=C(C=C1)C1CN(C1)C(=O)OC(C)(C)C)C.BrC=1C=C(C=C(C1O)Br)C(=O)C=1N(N=C2C=C(C=CC12)F)CC (3,5-dibromo-4-hydroxyphenyl)(2-ethyl-6-fluoro-2H-indazol-3-yl)methanone methyl-1-(4-(1-(tert-butoxycarbonyl)azetidin-3-yl)benzyl)-4-methylpiperidine-4-carboxylate